1-(4-aminopyridin-2-yl)-4-methylpiperidin-4-ol NC1=CC(=NC=C1)N1CCC(CC1)(O)C